NC1=CC=C(C=C1)C1=CC(=C2C=CC3=C(C=C(C4=CC=C1C2=C34)C3=CC=C(C=C3)N)C3=CC=C(C=C3)N)C3=CC=C(C=C3)N 1,3,6,8-tetrakis-(p-aminophenyl)-pyrene